O=C1N(CC2=CC(=CC=C12)OC1C(CCCC1)NCC1=CC=NC=C1)C1C(NC(CC1)=O)=O 3-(1-oxo-5-((2-((pyridin-4-ylmethyl)amino)cyclohexyl)oxy)isoindolin-2-yl)piperidine-2,6-dione